FC=1C=C(CC2=CC(=NC=C2)N2N=C(C=C2C(=O)OC)CO)C=C(C1)C(F)(F)F methyl 1-(4-(3-fluoro-5-(trifluoromethyl) benzyl) pyridin-2-yl)-3-(hydroxymethyl)-1H-pyrazole-5-carboxylate